COC1=C(C=C(/C=C/N2C(=CC(C=C2C)=O)C)C=C1)O[C@H]1CS(CC1)=O 1-((E)-4-methoxy-3-(((3R)-1-oxotetrahydrothiophen-3-yl)oxy)styryl)-2,6-dimethylpyridin-4(1H)-one